(±)-trans-N-[8-amino-6-(3-ethyl-1-methyl-6-oxo-2-pyridyl)-3-isoquinolyl]-2-cyano-cyclopropanecarboxamide NC=1C=C(C=C2C=C(N=CC12)NC(=O)[C@H]1[C@@H](C1)C#N)C=1N(C(C=CC1CC)=O)C |r|